1,6-naphthyridine-2,5-diamine N1=C(C=CC=2C(=NC=CC12)N)N